1-Boc-1-(4-methoxybenzyl)hydrazine (2S,3R,5S)-5-propionyltetrahydrofuran-2,3-diyl-diacetate C(CC)(=O)[C@@H]1C[C@@H]([C@@H](O1)CC(=O)O)CC(=O)O.C(=O)(OC(C)(C)C)N(N)CC1=CC=C(C=C1)OC